BrC=1C=CC2=C(NC(=N2)CO)C1 (6-bromo-1H-benzo[d]imidazol-2-yl)methanol